Aluminum-magnesium-scandium-zirconium [Zr].[Sc].[Mg].[Al]